NC1=CC(=CC(=N1)N1C(NC[C@H]1C(=O)N(C)C1=C(C(=C(C=C1)F)Cl)F)=O)C(F)(F)F (S)-3-(6-amino-4-(trifluoromethyl)pyridin-2-yl)-N-(3-chloro-2,4-difluorophenyl)-N-methyl-2-oxoimidazolidine-4-carboxamide